COC1=C(C=C(C=C1)N1C(N(CCC1)CC1=C(C=C(C=C1)CC=1N=NN(N1)C)OC)=O)OCCCCC 1-(4-methoxy-3-(pentyloxy)phenyl)-3-(2-methoxy-4-((2-methyl-2H-tetrazol-5-yl)methyl)benzyl)tetrahydropyrimidin-2(1H)-one